CC1=NOC(=C1C=1C=C(CN2CCC(CC2)NC(OCCCC)=O)C=C(C1)O)C butyl (1-(3-(3,5-dimethylisoxazol-4-yl)-5-hydroxybenzyl)piperidin-4-yl)carbamate